C(C1=CC=CC=C1)OC1=C(C=C(C(=O)N)C=C1CO)F 4-(benzyloxy)-3-fluoro-5-(hydroxymethyl)benzamide